2-(4,6-Dimethoxy-pyrimidin-2-yloxy)-N-[6-(1-methyl-piperidine-4-carbonyl)-pyridin-2-yl]-benzamide COC1=NC(=NC(=C1)OC)OC1=C(C(=O)NC2=NC(=CC=C2)C(=O)C2CCN(CC2)C)C=CC=C1